(2-methoxypyrimidin-4-yl)-6-(3-trifluoromethylphenyl)-1H-pyrazolo[3,4-b]pyridine COC1=NC=CC(=N1)N1N=CC=2C1=NC(=CC2)C2=CC(=CC=C2)C(F)(F)F